methyl 2-(3-chloropropyl)pyrrolidine-2-carboxylate ClCCCC1(NCCC1)C(=O)OC